2-Bromo-6-methoxy-9,9-dimethyl-9,10-dihydroacridine BrC1=CC=2C(C3=CC=C(C=C3NC2C=C1)OC)(C)C